C(C)C=1C(=CC=C2C=C(C=C(C12)C1=C(C=2N=C(N=C(C2C=N1)N1CC2CCC(C1)N2C(=O)OC(C)(C)C)OCC2(CC2)C=O)F)OCOC)F tert-butyl 3-[7-[8-ethyl-7-fluoro-3-(methoxymethoxy)-1-naphthyl]-8-fluoro-2-[(1-formylcyclopropyl)methoxy]pyrido[4,3-d]pyrimidin-4-yl]-3,8-diazabicyclo[3.2.1]octane-8-carboxylate